tert-butyl 4-[4-(tert-butoxycarbonyl)piperidin-1-ylsulfonyl]piperidine-1-carboxylate Tert-butyl-piperidine-4-carboxylate C(C)(C)(C)OC(=O)C1CCNCC1.C(C)(C)(C)OC(=O)C1CCN(CC1)S(=O)(=O)C1CCN(CC1)C(=O)OC(C)(C)C